3-Dodecyl-1-(9-methylcarbazol-3-yl)-2H-imidazol-3-ium bromide [Br-].C(CCCCCCCCCCC)[NH+]1CN(C=C1)C=1C=CC=2N(C3=CC=CC=C3C2C1)C